BrC=1C(=NC(=NC1)NC1=C(C=C(C(=C1)Cl)N1CCC(CC1)N1CCN(CC1)C)OC)NC=1C(=CC2=C(OCCO2)C1)N(S(=O)(=O)C)C N-(7-((5-bromo-2-((5-chloro-2-methoxy-4-(4-(4-methylpiperazin-1-yl)piperidin-1-yl)phenyl)Amino)pyrimidin-4-yl)amino)-2,3-dihydrobenzo[b][1,4]dioxin-6-yl)-N-methylmethanesulfonamide